CS(=O)(=O)C(C=1C=C2C=C(NC2=CC1)C1=CC=C2C=CC=CN2C1)N1CCCCC1 3-[5-(methylsulfonylpiperidinylmethyl)-indolyl]-quinolizine